7-fluoro-1-methyl-2-(4-(methyl-sulfonyl)phenyl)-6-(1-(1-(oxetan-3-yl)azepan-4-yl)piperidin-4-yl)-1H-benzo[d]imidazole FC1=C(C=CC2=C1N(C(=N2)C2=CC=C(C=C2)S(=O)(=O)C)C)C2CCN(CC2)C2CCN(CCC2)C2COC2